4-vinylphenylboronic acid methyl-iminodiacetate COC(CNCC(=O)O)=O.C(=C)C1=CC=C(C=C1)B(O)O